FC=1C=C(CC=2C=C3C(=NNC3=CC2)NC(C2=C(C=C(C=C2)N2CCC(CC2)C#C)N(C(C(F)(F)F)=O)C2CCOCC2)=O)C=C(C1)F N-(5-(3,5-difluorobenzyl)-1H-indazol-3-yl)-4-(4-ethynylpiperidin-1-yl)-2-(2,2,2-trifluoro-N-(tetrahydro-2H-pyran-4-yl)acetamido)benzamide